1,1'-(butane-1,4-diylbis(tetradecylazanediyl))bis(butan-2-ol) C(CCCN(CCCCCCCCCCCCCC)CC(CC)O)N(CCCCCCCCCCCCCC)CC(CC)O